C1(CCC1)CN1CCCC2=CC(=CC=C12)C=1SC=C(N1)NC(=O)N[C@@H]1CNCCC1 (S)-1-(2-(1-(cyclobutylmethyl)-1,2,3,4-tetrahydroquinolin-6-yl)thiazol-4-yl)-3-(piperidin-3-yl)urea